tert-butyl (3S)-3-[2-[4-[6-(5-isopropoxy-1H-indazol-3-yl)pyrimidin-4-yl]piperazin-1-yl] ethyl]pyrrolidine-1-carboxylate C(C)(C)OC=1C=C2C(=NNC2=CC1)C1=CC(=NC=N1)N1CCN(CC1)CC[C@@H]1CN(CC1)C(=O)OC(C)(C)C